1-((1R,3S,5S)-8-oxabicyclo[3.2.1]octan-3-yl)-3-methoxy-N-(6-((S)-5-methyl-6,7-dihydro-5H-pyrrolo[1,2-a]imidazol-3-yl)pyridin-2-yl)-1H-pyrazole-4-carboxamide [C@H]12CC(C[C@H](CC1)O2)N2N=C(C(=C2)C(=O)NC2=NC(=CC=C2)C2=CN=C1N2[C@H](CC1)C)OC